beta-D-ribo-furanose O[C@H]1[C@H](O)[C@H](O)[C@H](O1)CO